2-(1-(2-chloro-5-iodopyridin-4-yl)piperidin-4-yl)-2-methylpropan-1-ol ClC1=NC=C(C(=C1)N1CCC(CC1)C(CO)(C)C)I